3-(3-((2-fluoropyridin-4-yl)methyl)isoxazol-5-yl)pyridin-2-amine FC1=NC=CC(=C1)CC1=NOC(=C1)C=1C(=NC=CC1)N